C1(CCCCC1)C[C@H](C(=O)N1CC2(CCCC2)[C@@](CC1)(O)CN1C(C=C(C(=C1)C(=O)N1CCN(CC1)C)C1=CC=CC=C1)=O)C 1-(((R)-7-((R)-3-cyclohexyl-2-methylpropanoyl)-10-hydroxy-7-azaspiro[4.5]decan-10-yl)methyl)-5-(4-methylpiperazine-1-carbonyl)-4-phenylpyridin-2(1H)-one